2-(1-(1-(cis-4-isopropylcyclohexyl)piperidin-4-yl)-1H-indol-2-yl)ethyl acetate C(C)(=O)OCCC=1N(C2=CC=CC=C2C1)C1CCN(CC1)[C@@H]1CC[C@@H](CC1)C(C)C